2H,3H,5H,6H,7H-indeno[5,6-b]furan-8-amine O1C2=C(CC1)C=C1CCCC1=C2N